CC1C(CCC(=C1)C)C=O 2,4-dimethylcyclohex-3-en-1-carbaldehyde